tert-butyl N-{7-[6-(2-cyclopropylacetyl)-4-methylpyridin-3-yl]-2,6-naphthyridin-3-yl}-N-methylcarbamate C1(CC1)CC(=O)C1=CC(=C(C=N1)C1=NC=C2C=C(N=CC2=C1)N(C(OC(C)(C)C)=O)C)C